(1R*,3S*)-1-((2',6-difluoro-[1,1'-biphenyl]-3-yl)methyl)-N-methoxy-N-methyl-3-(methylsulfonamido)cyclopentane-1-carboxamide FC1=C(C=CC=C1)C1=CC(=CC=C1F)C[C@]1(C[C@H](CC1)NS(=O)(=O)C)C(=O)N(C)OC |o1:15,17|